9-(N-(decyloxy)-4-(dimethylamino)butyrylamino)-2-fluorooctadecanoic acid pentadec-8-yl ester CCCCCCCC(CCCCCCC)OC(C(CCCCCCC(CCCCCCCCC)N(OCCCCCCCCCC)C(CCCN(C)C)=O)F)=O